CC([C@@H](C(=O)N1[C@@H](C[C@H](C1)O)C(=O)NC)N1N=NC(=C1)CNC1CCN(CC1)C)(C)C (2S,4R)-1-[(2S)-3,3-dimethyl-2-[4-[[(1-methyl-4-piperidyl)amino]methyl]triazol-1-yl]butanoyl]-4-hydroxy-N-methyl-pyrrolidine-2-carboxamide